CC1=CC=2N(C=C1)C=C(N2)C2=CC=CC=C2 7-methyl-2-phenylimidazo[1,2-a]pyridine